N1=CC(=CC2=CC=CC=C12)C1=CC=C(C=C1)S(=O)(=O)N 4-(quinolin-3-yl)benzenesulfonamide